Cl.NC1CS(C=C1)(=O)=O 3-amino-2,3-dihydrothiophene 1,1-dioxide hydrochloride